5-bromo-6-(2-chloro-4-fluorophenyl)-6-hydroxy-2-methyl-7,8-dihydro-6H-pyrrolo[4,3-e]indazol-8-one BrC=1C2=C(C3=CN(N=C3C1)C)C(NC2(O)C2=C(C=C(C=C2)F)Cl)=O